methyl 5-chloro-3-(2-hydroxy ethyl)-2-methoxybenzoate ClC=1C=C(C(=C(C(=O)OC)C1)OC)CCO